ClC=1C=C(C=C(C1)Cl)C(C(F)(F)F)=O 1-(3,5-di-chlorophenyl)-2,2,2-trifluoroethanone